3β-hydroxy-7-oxocholest-5-en-26-oic acid O[C@@H]1CC2=CC([C@H]3[C@@H]4CC[C@H]([C@@H](CCCC(C(=O)O)C)C)[C@]4(CC[C@@H]3[C@]2(CC1)C)C)=O